C(C)(C)(C)OC(=O)N1CCC2(C(N(C(N2C2CC2)=O)C2=CC=C(C=C2)C(F)(F)F)=O)CC1 1-cyclopropyl-2,4-dioxo-3-(4-(trifluoromethyl)phenyl)-1,3,8-triazaspiro[4.5]decane-8-carboxylic acid tert-butyl ester